1-Cyclopropyl-N-((1,2,3,5,6,7-hexahydro-s-indacen-4-yl)carbamoyl)azetidine-3-sulfonamide, Potassium Salt [K].C1(CC1)N1CC(C1)S(=O)(=O)NC(NC1=C2CCCC2=CC=2CCCC12)=O